COCC1CN(CC(O1)(C)C)CC(=O)NC=1C=C(C(=NC1)C)NC(=O)C=1C=NN2C1SC(=C2)C=2C=NN(C2)C N-(5-(2-(6-(methoxymethyl)-2,2-dimethylmorpholino)acetamido)-2-methylpyridin-3-yl)-2-(1-methyl-1H-pyrazol-4-yl)pyrazolo[5,1-b]thiazole-7-carboxamide